ClC=1C=C(C=C(C1)Cl)C1(CC(=NO1)C1=CC(=C(C=C1)NC(CCC)=O)C)C(F)(F)F N-(4-(5-(3,5-dichlorophenyl)-5-(trifluoromethyl)-4,5-dihydroisoxazol-3-yl)-2-methylphenyl)butanamide